(3R)-1-[(2R)-2-[4-(2-Chloro-4-fluorophenyl)-2-oxo-chromen-7-yl]oxypropanoyl]piperidin ClC1=C(C=CC(=C1)F)C1=CC(OC2=CC(=CC=C12)O[C@@H](C(=O)N1CCCCC1)C)=O